2-((6-Chloro-1-(5-chloro-2-methoxyphenyl)-1H-pyrazolo[4,3-c]pyridin-4-yl)amino)-N-methylacetamide ClC1=CC2=C(C(=N1)NCC(=O)NC)C=NN2C2=C(C=CC(=C2)Cl)OC